(propylsulfonyl)propane-1-sulfonamide C(CC)S(=O)(=O)C(CC)S(=O)(=O)N